C1(CC1)CN1C2=NC=NC(=C2N=C1)OC1=CC=C(C=C1)C1=CN=C(S1)NC1=C(C=CC=C1)F 5-(4-((9-(cyclopropylmethyl)-9H-purin-6-yl)oxy)phenyl)-N-(2-fluorophenyl)thiazol-2-amine